1-methyl-5-(5-(4-phenylpiperazine-1-carbonyl)-2-hydroxyphenyl)-3-propyl-1,6-dihydro-7H-pyrazolo[4,3-d]pyrimidin-7-one CN1N=C(C=2N=C(NC(C21)=O)C2=C(C=CC(=C2)C(=O)N2CCN(CC2)C2=CC=CC=C2)O)CCC